2-((cyclopropylmethyl)sulfonamido)thiazol C1(CC1)CS(=O)(=O)NC=1SC=CN1